C(C=C)(=O)N([C@H](CCCCN)C(=O)O)C(=O)OC(C)(C)C acryloyl-Nα-t-butoxycarbonyl-D-lysine